(S)-2-Cyclopropyl-N4-(3-(((S)-1-fluoropropan-2-yl)carbamoyl)-1-methyl-1H-pyrazol-5-yl)-N1-((S)-11-oxo-2,3,10,11-tetrahydro-1H,5H-benzo[d]pyrazolo[1,2-a][1,2]diazepin-10-yl)succinamid C1(CC1)[C@@H](C(=O)N[C@H]1C2=C(CN3N(C1=O)CCC3)C=CC=C2)CC(=O)NC2=CC(=NN2C)C(N[C@H](CF)C)=O